tert-butyl 4-[[3-(4,4,5,5-tetramethyl-1,3,2-dioxaborolan-2-yl)phenyl]methyl]piperazine-1-carboxylate CC1(OB(OC1(C)C)C=1C=C(C=CC1)CN1CCN(CC1)C(=O)OC(C)(C)C)C